CC1CC(CC(C1)C)OC(CO)CO 2-(3,5-dimethylcyclohexyloxy)-1,3-propanediol